C(CCCC)OC(=O)CC1C2C=CC(C1)C2 5-(n-pentyloxycarbonylmethyl)-bicyclo[2.2.1]hept-2-ene